BrC1=NC=CC=C1O[C@H](/C=C/C(=O)OC)C Methyl (2E,4S)-4-[(2-bromopyridin-3-yl)oxy]pent-2-enoate